ClC1=C(C(=CC=C1Cl)OC)[C@H]1C[C@H]2COC(C(N2CC1)=O)CNC(CCCCl)=O N-[[(8R,9aS)-8-(2,3-dichloro-6-methoxyphenyl)-4-oxo-hexahydro-1H-pyrido[2,1-c][1,4]oxazin-3-yl]methyl]-4-chlorobutanamide